FC=1C(=C(C=CC1F)[C@@H]1[C@H](O[C@@]([C@@H]1C)(C(F)(F)F)C)C(=O)NC1=NC=CC(=C1)C(=O)N)OC 2-[[(2S,3r,4r,5s)-3-(3,4-difluoro-2-methoxy-phenyl)-4,5-dimethyl-5-(trifluoromethyl)tetrahydrofuran-2-carbonyl]amino]pyridine-4-carboxamide